C(#N)C1(CCC1)C1=CC=C(C=C1)N1C(N(C(C1=O)(C)C)CC1=C2C(=NC=C1)N(C=C2)C(=O)OC(C)(C)C)=O tert-butyl 4-((3-(4-(1-cyanocyclobutyl)phenyl)-5,5-dimethyl-2,4-dioxoimidazolidin-1-yl)methyl)-1H-pyrrolo[2,3-b]pyridine-1-carboxylate